5-methyl-6-oxo-8-(4-((5,6,7,8-tetrahydronaphthalen-2-yl)oxy)piperidin-1-yl)-5,6-dihydro-1,5-naphthyridine-2-carbonitrile CN1C=2C=CC(=NC2C(=CC1=O)N1CCC(CC1)OC1=CC=2CCCCC2C=C1)C#N